FC(C1=CC=C(C=N1)C1=C(C=CC=C1)O)(F)F 2-(6-(trifluoromethyl)pyridin-3-yl)phenol